methyl (2S)-2-[[(2S)-2-[[3-(4-chlorophenyl)-3-hydroxy-butanoyl]amino]-4-methyl-pentaneyl]amino]-3-[(3S)-2-oxopyrrolidin-3-yl]propanoate ClC1=CC=C(C=C1)C(CC(=O)N[C@H](CN[C@H](C(=O)OC)C[C@H]1C(NCC1)=O)CC(C)C)(C)O